N-({(1r,4r)-4-[6-(1-ethyl-1H-pyrazol-4-yl)-2H-indazol-2-yl]cyclohexyl}methyl)-2,3,5-trifluoro-4-hydroxybenzamide, trifluoroacetate salt FC(C(=O)O)(F)F.C(C)N1N=CC(=C1)C=1C=CC2=CN(N=C2C1)C1CCC(CC1)CNC(C1=C(C(=C(C(=C1)F)O)F)F)=O